O=C1NC2(C(N1)=O)CCNCC2 2,4-Dioxo-1,3,8-triaza-spiro[4.5]decane